NCCCCN(CCCS(=O)(=O)O)C 3-((3-aminopropyl)dimethylamino)propane-1-sulfonic Acid